C(#N)C1=NNC=C1B1OC(C(O1)(C)C)(C)C 3-cyano-4-(4,4,5,5-tetramethyl-1,3,2-dioxaborolan-2-yl)-1H-pyrazole